[Ca].[Co] cobalt, calcium salt